((2R,3S,5R)-5-(4-amino-2-oxopyrimidin-1(2H)-yl)-2-ethynyl-3-hydroxytetrahydrofuran-2-yl)methyl tetrahydrogen triphosphate O(P(O)(=O)OP(=O)(O)OP(=O)(O)O)C[C@]1(O[C@H](C[C@@H]1O)N1C(N=C(C=C1)N)=O)C#C